(S)-3-(4-(((S)-7-methyl-2,3-dihydrobenzo[b][1,4]dioxin-2-yl)methoxy)phenyl)-4-hexynoic acid CC=1C=CC2=C(O[C@H](CO2)COC2=CC=C(C=C2)[C@H](CC(=O)O)C#CC)C1